2-[(4-bromo-2-ethoxycarbonyl-inden-5-yl)oxymethyl]Pyrrolidine-1-carboxylic acid tert-butyl ester C(C)(C)(C)OC(=O)N1C(CCC1)COC=1C(=C2C=C(CC2=CC1)C(=O)OCC)Br